1-bromo-3-(cyclopropylmethoxy)-5-(methylsulfonyl)benzene BrC1=CC(=CC(=C1)S(=O)(=O)C)OCC1CC1